(2S)-1-(2-iodophenoxy)propan-2-amine IC1=C(OC[C@H](C)N)C=CC=C1